1-isopropyl-5-(4,4,5,5-tetramethyl-1,3,2-dioxaborolan-2-yl)pyridin-2-one C(C)(C)N1C(C=CC(=C1)B1OC(C(O1)(C)C)(C)C)=O